ClCCCCCCOCCOCCNC(=O)C1=CC=C2C(C(C3(C4=CC=C(C=C4OC=4C=C(C=CC34)N3[C@@H](CC3)C(=O)N(C)C)N3[C@@H](CC3)C(=O)N(C)C)C2=C1)=[N+]=[N-])=O (2S,2'S)-1,1'-(6-((2-(2-((6-chlorohexyl)oxy)ethoxy)ethyl)carbamoyl)-2-diazo-3-oxo-2,3-dihydrospiro[indene-1,9'-xanthene]-3',6'-diyl)bis(N,N-dimethylazetidine-2-carboxamide)